P(OCCCCCCCCCCCCCCC(C)C)(OCCCCCCCCCCCCCCC(C)C)OCCCCCCCCCCCCCCC(C)C triiso-heptadecyl phosphite